C(C)(C)(C)OC(=O)N1CCN(CC1)C=1C=C(C(=O)O)C=CC1 3-(4-tert-butoxycarbonylpiperazin-1-yl)benzoic acid